ClC1=C(C=CC(=C1)C)S(=O)(=O)N1CCC2(CC(CO2)N2CC3(COC3)C2)CC1 8-((2-chloro-4-methylphenyl)sulfonyl)-3-(2-oxa-6-azaspiro[3.3]heptan-6-yl)-1-oxa-8-azaspiro[4.5]decane